(2R)-2-Amino-N-[2-methoxy-4-(1H-pyrrolo[2,3-b]pyridin-4-yl)phenyl]-4-methyl-pentanamide N[C@@H](C(=O)NC1=C(C=C(C=C1)C1=C2C(=NC=C1)NC=C2)OC)CC(C)C